BrC=1C=C2CCNC2=CC1S(=O)(=O)Cl 5-bromo-2,3-dihydro-1H-indole-6-sulfonyl chloride